2-(2-Ethyl-7-isopropyl-4-oxo-pyrazolo[3,4-d]pyridazin-5-yl)-N-[(3R)-1-methyl-3-piperidyl]acetamide C(C)N1N=C2C(=NN(C(C2=C1)=O)CC(=O)N[C@H]1CN(CCC1)C)C(C)C